isopropenylphenyl-(α-methylstyrene) C(=C)(C)C1=C(C=CC=C1)C=C(C1=CC=CC=C1)C